ClC1=CC=C(C=C1)C=1C=C(C(N(N1)C=1C=NN(C1)C(F)F)=O)C(=O)O 6-(4-chlorophenyl)-2-[1-(difluoromethyl)-1H-pyrazol-4-yl]-3-oxo-2,3-dihydropyridazine-4-carboxylic acid